NC1=NN2C(C=C(C=C2)C=2C=NN(C2)CC(=O)NC2=CC=C(C=C2)OCCO)=N1 2-[4-(2-Amino-[1,2,4]triazolo[1,5-a]pyridin-7-yl)pyrazol-1-yl]-N-[4-(2-hydroxyethoxy)phenyl]acetamide